5-chloro-6-(1,1-difluoroethyl)-N-[(2,3-dihydrofuro[2,3-c]pyridin-4-yl)methyl]pyridine-3-carboxamide ClC=1C=C(C=NC1C(C)(F)F)C(=O)NCC1=C2C(=CN=C1)OCC2